maleimidocaproyl-oxazinyl propionate C(CC)(=O)OC=1NOC=CC1C(CCCCCN1C(C=CC1=O)=O)=O